S1C(=CC=C1)CC(=O)NC1=CC2=C(N=C(S2)NC(=O)N2CCOCC2)C=C1 N-(6-(2-(thien-2-yl)acetylamino)benzo[d]thiazol-2-yl)morpholine-4-carboxamide